C(C)(C)(C)OC(=O)N1CC(=CCC1)C1=NNC2=C(C=CC(=C12)F)F.C(C)(C)(C)[Si](C)(C)OCC[C@@H]1OC(O[C@H]1C1=CC=CC=C1)(C)C tert-butyl-(2-((4s,5s)-5-phenyl-2,2-dimethyl-1,3-dioxolan-4-yl)ethoxy)dimethylsilane tert-butyl-3-(4,7-difluoro-1H-indazol-3-yl)-5,6-dihydro-2H-pyridine-1-carboxylate